(4-nitro-1,2-phenylene)dimethanol [N+](=O)([O-])C1=CC(=C(C=C1)CO)CO